(S)-2-(3,3-dimethylbutanamido)-4-((2-(3-methoxyphenoxy)ethyl)(4-(5,6,7,8-tetrahydro-1,8-naphthyridin-2-yl)butyl)amino)butanoic acid CC(CC(=O)N[C@H](C(=O)O)CCN(CCCCC1=NC=2NCCCC2C=C1)CCOC1=CC(=CC=C1)OC)(C)C